2-(3-(3-(1-(2-chloro-4-fluorophenyl)cyclopropyl)-1,2,4-oxadiazol-5-yl)-5-(difluoromethyl)-1H-pyrazol-1-yl)-N-(2-hydroxy-2-methylpropyl)-N-methylacetamide ClC1=C(C=CC(=C1)F)C1(CC1)C1=NOC(=N1)C1=NN(C(=C1)C(F)F)CC(=O)N(C)CC(C)(C)O